CC=1C=C(C=CC1)COC1=CC=C(C=C1)B(O)O (4-[(3-METHYLPHENYL)METHOXY]PHENYL)BORANEDIOL